n-ethoxy-5-hydroxy-4-(1H-indol-2-yl)-2-carbonyl-5-pentyl-2,5-dihydrofuran-3-carboxamide C(C)ONC(=O)C=1C(OC(C1C=1NC2=CC=CC=C2C1)(CCCCC)O)=C=O